NCCCCC(C(=O)O)N1CCN2CCCN(CCN(CCC1)CC2)CP(=O)(O)O 6-amino-2-(11-phosphonomethyl-1,4,8,11-tetraaza-bicyclo[6.6.2]hexadec-4-yl)-hexanoic acid